C(C=C)C1(C(N(CC1)C(=O)OC(C)(C)C)=O)CC=C tert-butyl 3,3-diallyl-2-oxo-pyrrolidine-1-carboxylate